Ethyl-3-hydroxy-6-(1-methyl-5-(((tetrahydro-2H-pyran-2-yl)oxy)methyl)-1H-1,2,3-triazol-4-yl)picolinate C(C)OC(C1=NC(=CC=C1O)C=1N=NN(C1COC1OCCCC1)C)=O